4'-bromo-3'-nitroacetophenone BrC1=C(C=C(C=C1)C(C)=O)[N+](=O)[O-]